[NH4+].C1(=CC=CC=C1)COC(NCCC1CCCC1)=O (2-Cyclopentylethyl)carbamic acid phenylmethyl ester ammonium salt